NC1=NC=C(C(=N1)NC=1C=NN2C1C(=C(C=C2)Cl)OC)C(=O)NC([2H])([2H])[2H] 2-Amino-4-((5-chloro-4-methoxypyrazolo[1,5-a]pyridin-3-yl)amino)-N-(methyl-d3)pyrimidine-5-carboxamide